CC1(OB(OC1(C)C)C=1C(=NC=CC1)C(=O)N)C (4,4,5,5-tetramethyl-1,3,2-dioxaborolan-2-yl)picolinamide